3-(1-benzyl-4-piperidyl)propanoic acid C(C1=CC=CC=C1)N1CCC(CC1)CCC(=O)O